1-(5-fluoro-2-{3-[4-(tetrahydro-furan-2-ylmethyl)-piperazin-1-yl]-phenylamino}-pyrimidin-4-yl)-1H-indole-3-carboxylic acid amide FC=1C(=NC(=NC1)NC1=CC(=CC=C1)N1CCN(CC1)CC1OCCC1)N1C=C(C2=CC=CC=C12)C(=O)N